3-(7-Bromo-1-methyl-4-oxo-pyrazolo[4,3-c]quinolin-5-yl)-N-(2,4-difluorophenyl)propanamide BrC=1C=CC=2C3=C(C(N(C2C1)CCC(=O)NC1=C(C=C(C=C1)F)F)=O)C=NN3C